ClC1=C(C(=CC=C1)Cl)S(=O)(=O)NC=1C=2C3=C(C(N(C3=CC1)CC)=O)C=CC2 2,6-dichloro-N-(1-ethyl-2-oxo-1,2-dihydrobenzo[cd]indol-6-yl)benzenesulfonamide